BrC1=C(SC(=C1)Cl)C=O 3-Bromo-5-chloro-2-formylthiophene